1-methyl-3-(o-tolyl)-1H-pyrazol-5-amine CN1N=C(C=C1N)C1=C(C=CC=C1)C